ClC1=CC(=C(C=C1)S(=O)(=O)N[C@@H]([C@H](C)C1=C(C(=CC=C1F)C=1C=NC=CC1)C)C=1OC(NN1)=O)OC 4-chloro-N-((1S,2R)-2-(6-fluoro-2-methyl-3-(pyridin-3-yl)phenyl)-1-(5-oxo-4,5-dihydro-1,3,4-oxadiazol-2-yl)propyl)-2-methoxybenzenesulfonamide